FC1=C(COC=2C=C(C=C3C=C(NC23)CN2C(C(=CC=C2)NC([C@@H](CC\C=C\C(N2CCCC2)=O)CN(C([O-])=O)C)=O)=O)F)C=CC(=C1)F (S,E)-1-((1-((7-((2,4-Difluorobenzyl)oxy)-5-fluoro-1H-indol-2-yl)methyl)-2-oxo-1,2-dihydropyridin-3-yl)amino)-1,7-dioxo-7-(pyrrolidin-1-yl)hept-5-en-2-yl-dimethylcarbamat